5-((6,7-difluoro-1H-indol-5-yl)oxy)-2-fluorobenzothioamide FC1=C(C=C2C=CNC2=C1F)OC=1C=CC(=C(C(N)=S)C1)F